C1(CCC1)CS(=O)(=O)C=1C=CC(=NC1)NC=1C=CC(=C2CNC(C12)=O)C1=CN=C2N1C=CC(=C2)F 7-((5-((cyclobutylmeth-yl)sulfonyl)pyridin-2-yl)amino)-4-(7-fluoroimidazo[1,2-a]pyridin-3-yl)isoindolin-1-one